4-(2-(4-phenyl-2H-1,2,3-triazol-2-yl)pyrido[3,2-d]pyrimidin-4-yl)morpholine C1(=CC=CC=C1)C1=NN(N=C1)C=1N=C(C2=C(N1)C=CC=N2)N2CCOCC2